C1(=CC=CC=C1)C=1NC=C(N1)C1=C(C=C(C=C1)Cl)Cl 2-Phenyl-4-(2,4-dichlorophenyl)imidazole